FC1=C(C(=CC=C1)F)C1=NCC2=NN=C(N2C=2SC=3OCCCCC3C12)C 9-(2,6-difluorophenyl)-3-methyl-16-oxa-18-thia-2,4,5,8-tetrazatetracyclo[8.8.0.02,6.011,17]octadeca-1(10),3,5,8,11(17)-pentaene